1-(2-(dimethylamino)ethyl)-N1-methyl-N4-(4-(7-methyl-1H-indol-3-yl)pyrimidin-2-yl)-2-nitrobenzene-1,4-diamine CN(CCC1(C(C=C(C=C1)NC1=NC=CC(=N1)C1=CNC2=C(C=CC=C12)C)[N+](=O)[O-])NC)C